C1(CC1)N1C(=C(C2=NC=C(C=C21)C(F)(F)F)F)C2=C(C=C(C=N2)C2=CC=C(C=C2)C2(CC2)C#N)S(=O)(=O)CC 1-(4-{6-[1-cyclopropyl-3-fluoro-6-(trifluoromethyl)pyrrolo[3,2-b]pyridin-2-yl]-5-(ethanesulfonyl)pyridin-3-yl}phenyl)cyclopropane-1-carbonitrile